NC1=CC=CC(=N1)S(=O)(=O)NC(=O)C=1C(=NC(=CC1)C(C)(C)C)OC1CCCCC1 N-[(6-Amino-2-pyridyl)sulfonyl]-6-tert-butyl-2-(cyclohexoxy)pyridin-3-carboxamid